N-(3-carbamoylphenyl)-2-(cyclopentylmethyl)-6-fluoroindazole-3-carboxamide C(N)(=O)C=1C=C(C=CC1)NC(=O)C=1N(N=C2C=C(C=CC12)F)CC1CCCC1